C(=O)(OCC1=CC=CC=C1)N[C@@H](CC1=CNC=N1)C(=O)O cbz-L-histidine